(E)-N'-(3,5-dimethylbenzylidene)-3-hydroxy-6-(4-methoxyphenyl)pyrazine-2-carbohydrazide CC=1C=C(\C=N\NC(=O)C2=NC(=CN=C2O)C2=CC=C(C=C2)OC)C=C(C1)C